C(=O)(O)C=1C=C(C=CC1O)NCC(=O)O (S)-3-carboxyl-4-hydroxyphenyl-glycine